COC(CNC(C1=C(C(=CC(=C1)I)I)I)=O)(CCCC)OC N-(2,2-dimethoxyhexyl)-2,3,5-triiodobenzamide